BrC=1C=2N(C=CC1)C(=C(N2)C#CCNC2=C(C=C(C=C2)S(=O)(=O)C)OC)CC(F)(F)F N-{3-[8-bromo-3-(2,2,2-trifluoroethyl)imidazo[1,2-a]pyridin-2-yl]prop-2-yn-1-yl}-4-methanesulfonyl-2-methoxyaniline